ClC1=C(C=CC(=C1)C(F)(F)F)NC(CN1C=2N(C(C(=C1CC)N1CCNCC1)=O)N=C(N2)C=2CCOCC2)=O N-[2-chloro-4-(trifluoromethyl)phenyl]-2-[2-(3,6-dihydro-2H-pyran-4-yl)-5-ethyl-7-oxo-6-piperazin-1-yl-[1,2,4]triazolo[1,5-a]pyrimidin-4-yl]acetamide